CN1C[C@H](CCC1)C1=CC=2C3=C(N(C2C=C1)CC(F)(F)F)C(=NC=N3)O 8-[(3R)-1-methyl-3-piperidyl]-5-(2,2,2-trifluoroethyl)pyrimido[5,4-b]indol-4-ol